[C@H]12CC(C[C@H](CC1)N2)N(C2=CN=C(N=N2)C2=C(C=C(C(=C2)F)N2C=NC=C2)O)C 2-(6-(((1R,3s,5S)-8-azabicyclo[3.2.1]octan-3-yl)(methyl)amino)-1,2,4-triazin-3-yl)-4-fluoro-5-(1H-imidazol-1-yl)phenol